4-{2-[4,6-bis(trifluoromethyl)-1,3,5-triazin-2-yl]-6-chloro-2,3,4,9-tetrahydro-1H-pyrido[3,4-b]indol-1-yl}butanamide FC(C1=NC(=NC(=N1)C(F)(F)F)N1C(C=2NC3=CC=C(C=C3C2CC1)Cl)CCCC(=O)N)(F)F